ClC1=C(C=C(OCCCC2=C3N(C=4C(=C(C=CC24)C)C=2C(=NC=NC2C)C)[C@@H](CN(C3=O)C=3C=CC=C2C=C(NC32)C(=O)OCC)C)C=C1C)C ethyl (R)-7-(10-(3-(4-chloro-3,5-dimethylphenoxy)propyl)-6-(4,6-dimethylpyrimidin-5-yl)-4,7-dimethyl-1-oxo-3,4-dihydropyrazino[1,2-a]indol-2(1H)-yl)-1H-indole-2-carboxylate